[I-].CC1=CC=NC=C1 4-methylpyridine iodide salt